C(=O)C1CCC(CC1)C#N (1r,4r)-4-formylcyclohexane-1-carbonitrile